[C@H]12OCC[C@@H]2C[C@H]1C(=O)OCC(F)(F)F 2,2,2-trifluoroethyl (1R,5S,7R)-2-oxabicyclo[3.2.0]heptane-7-carboxylate